5-bromo-3-(5-(thiazol-2-yl)-1,3,4-oxadiazol-2-yl)pyridin-2-amine BrC=1C=C(C(=NC1)N)C=1OC(=NN1)C=1SC=CN1